CC1(CCN(CC1)C=1OC(=CC(C1)=O)C)C 2-(4,4-dimethylpiperidin-1-yl)-6-methyl-4-oxo-4H-pyran